FC1=C(C=C(C=C1)F)N1C(C(=C2N1CCCC2)C(=O)NC2=CC(=C(C=C2)OC2=NC=NC1=CC(=C(C=C21)OC)OC)F)=O (2,5-difluorophenyl)-N-(4-((6,7-dimethoxyquinazolin-4-yl)oxy)-3-fluorophenyl)-2-oxo-1,2,4,5,6,7-hexahydropyrazolo[1,5-a]pyridine-3-carboxamide